2-((benzyloxy)methyl)-5-(iodomethyl)-1,4-dioxane C(C1=CC=CC=C1)OCC1OCC(OC1)CI